(±)-(1S,2R,3R,5R)-tert-butyl 3-amino-2-fluoro-8-azabicyclo[3.2.1]octane-8-carboxylate N[C@H]1[C@H]([C@@H]2CC[C@H](C1)N2C(=O)OC(C)(C)C)F |r|